C(C)(C)(C)[SiH2]C(F)(F)F tert-butyl-(trifluoromethyl)silane